ClC1=CC=C2C(=C(NC2=C1Cl)CNC1=NN=CN1C)C=1C=NNC1 N-[[6,7-dichloro-3-(1H-pyrazol-4-yl)-1H-indol-2-yl]methyl]-4-methyl-1,2,4-triazol-3-amine